3-((2-(4-(quinoline-8-sulfonylamino)phenyl)-1H-imidazol-1-yl)methyl)benzoic acid N1=CC=CC2=CC=CC(=C12)S(=O)(=O)NC1=CC=C(C=C1)C=1N(C=CN1)CC=1C=C(C(=O)O)C=CC1